di((Z)-undec-2-en-1-yl) 7-aminotridecanedioate NC(CCCCCC(=O)OC\C=C/CCCCCCCC)CCCCCC(=O)OC\C=C/CCCCCCCC